CC(C)C(CCCC)=O 2-methyl-3-Heptanone